di(2-methoxyethyl) (Z)-but-2-enedioate C(\C=C/C(=O)OCCOC)(=O)OCCOC